spiro[cyclohexane-1,1'-isobenzofuran]-4-one C12(OCC3=CC=CC=C13)CCC(CC2)=O